FCCOC1=CC=C(C=C1)C1CN(CC1)C(=O)C=1N=C(C2=C(N1)OC(=C2)C)NC2(CC2)C {3-[4-(2-fluoroethoxy)phenyl]pyrrolidine-1-carbonyl}-6-methyl-N-(1-methylcyclopropyl)furo[2,3-d]pyrimidin-4-amine